(S)-2,7-dichloro-8-fluoro-5-((6-(methoxyimino)azepan-2-yl)methoxy)pyrido[4,3-d]pyrimidin ClC=1N=CC2=C(N1)C(=C(N=C2OC[C@H]2NCC(CCC2)=NOC)Cl)F